Ethyl 16-methoxy-2,3,4,10,12-pentaazatetracyclo[11.4.0.02,6.08,12]heptadeca-1(17),3,5,8,10,13,15-heptaene-9-carboxylate COC1=CC=C2N3C=NC(=C3CC3=CN=NN3C2=C1)C(=O)OCC